C1(CC1)N1C(N(C(C(=C1)C(=O)N)=O)C1=NC=CC=C1)=O 1-cyclopropyl-2,4-dioxo-3-(pyridin-2-yl)-1,2,3,4-tetrahydropyrimidine-5-carboxamide